C1(C=2C(C(N1[C@]1(C([C@](OCCN=[N+]=[N-])(O[C@@H]([C@H]1O)CO)CC=1CC(C=CC1)=O)=CC1C=CC(CC1=O)=O)O)=O)=CC=CC2)=O 2-azido-1-ethyl 2-deoxy-phthalimido-4,6-di-oxo-benzylidene-3-oxo-benzyl-beta-D-glucopyranoside